O=C(CC1CC(NC1)C(=O)O)NC1=CC=C(C=C1)C1=CC=C(C=C1)C(F)(F)F 4-(2-oxo-2-((4'-(trifluoromethyl)-[1,1'-biphenyl]-4-yl)amino)ethyl)pyrrolidine-2-carboxylic acid